OC1CC(C1)N(C(OC(C)(C)C)=O)C tert-butyl ((1s,3s)-3-hydroxycyclobutyl)(methyl)carbamate